(2S)-2-(2-Hydroxy-2-methylpropyl)-7-azabicyclo[2.2.1]heptan OC(C[C@H]1C2CCC(C1)N2)(C)C